2-hexyldecyl 3-{[3-(dimethylamino)propyl]amino}dodecanoate CN(CCCNC(CC(=O)OCC(CCCCCCCC)CCCCCC)CCCCCCCCC)C